C(C1=CC=CC=C1)OC1CC(C1)OC1=CC(=NC(=N1)S(=O)(=O)C)NC1CCC(CC1)(F)F 6-(3-(benzyloxy)cyclobutoxy)-N-(4,4-difluorocyclohexyl)-2-(methylsulfonyl)pyrimidin-4-amine